beta-alanine gluconate O=C([C@H](O)[C@@H](O)[C@H](O)[C@H](O)CO)O.NCCC(=O)O